C(C)(C)(C)OC(=O)[C@](N)(CCCCN(C)C)C(=O)O 2-(tert-butoxycarbonyl)-N6,N6-dimethyl-L-lysine